NC1=NC=CC(=N1)C1=C(N=C(S1)C(C)(C)C)C=1C(=C(C=CC1)NS(=O)(=O)C1=C(C=CC=C1F)F)F N-{3-[5-(2-Amino-4-pyrimidinyl)(1,1-dimethylethyl)-1,3-thiazol-4-yl]-2-fluorophenyl}-2,6-difluorobenzenesulfonamide